N-(4-((dimethylamino)methyl)phenyl)-6-methyl-5-nitroisoquinolin-1-amine CN(C)CC1=CC=C(C=C1)NC1=NC=CC2=C(C(=CC=C12)C)[N+](=O)[O-]